4-(4-methoxybenzyl)-6,7,8,9-tetrahydroimidazo[1,2-a]pyrido[3,4-e]pyrimidin-5(4H)-one COC1=CC=C(CN2C=3N(C4=C(C2=O)CNCC4)C=CN3)C=C1